ClC=1N=C(NC1)OC1CCN(CC1)C 4-((4-chloro-1H-imidazol-2-yl)oxy)-1-methylpiperidine